N-[4-(3-chlorophenoxy)-3-sulfamylphenyl]-2-[3-(2-hydroxyethoxy)phenyl]acetamide ClC=1C=C(OC2=C(C=C(C=C2)NC(CC2=CC(=CC=C2)OCCO)=O)S(N)(=O)=O)C=CC1